4-(2-(3,4-difluorobenzylidene)hydrazino)-2-(prop-2-yn-1-ylthio)-6-(trifluoromethyl)pyrimidine FC=1C=C(C=NNC2=NC(=NC(=C2)C(F)(F)F)SCC#C)C=CC1F